C1(CC(C)O1)=O beta-Butyrolacton